BrC1=CC(=C(OC2=NC=CC(=N2)C(=O)OC)C=C1)F methyl 2-(4-bromo-2-fluorophenoxy)pyrimidine-4-carboxylate